2,2-dilinoleyl-4-(2-dimethylamino-ethyl)-[1,3]-dioxolane C(CCCCCCC\C=C/C\C=C/CCCCC)C1(OCC(O1)CCN(C)C)CCCCCCCC\C=C/C\C=C/CCCCC